1-isopropyl-N-methyl-1H-indole-6-carboxamide C(C)(C)N1C=CC2=CC=C(C=C12)C(=O)NC